C(C)(C)(C)C=1C(=NC=CN1)N 3-(tert-butyl)pyrazin-2-amine